[2H]C(C(F)F)([2H])C=1C(=NC(=NC1)N1C=C(C2=CC=C(C=C12)F)S(=O)(=O)N)OC [5-(1,1-dideutero-2,2-difluoro-ethyl)-4-methoxy-pyrimidin-2-yl]-6-fluoro-1H-indole-3-sulfonamide